ClC=1C=C(C(=O)N[C@@H]2CN[C@H](CC2)C=2OC(=NN2)OCCOC(F)(F)F)C=CC1C(F)(F)F 3-chloro-N-[(3s,6r)-6-{5-[2-(trifluoromethoxy)ethoxy]-1,3,4-oxadiazol-2-yl}piperidin-3-yl]-4-(trifluoromethyl)benzamide